N=1N(N=C2C1C=CC=C2)C2=C(C(=CC(=C2)C)CN2C(C=1C(C2=O)=C(C(=C(C1O)O)O)O)=O)O 2-(2H-Benzotriazol-2-yl)-4-methyl-6-(3,4,5,6-Tetrahydroxyphthalimidomethyl)phenol